Cl.C(CC)(=O)O propionic acid HCl salt